tert-butyl (2S,4S)-2-(cyanomethyl)-4-((2,7-dichloro-8-fluoro-3-nitro-1,6-naphthyridin-4-yl)amino)piperidine-1-carboxylate C(#N)C[C@H]1N(CC[C@@H](C1)NC1=C(C(=NC2=C(C(=NC=C12)Cl)F)Cl)[N+](=O)[O-])C(=O)OC(C)(C)C